C(C)OC(C(C)(C)F)=O fluoroisobutyric acid ethyl ester